2-methylimidazolium acrylate C(C=C)(=O)[O-].CC=1NC=C[NH+]1